3-bromoimidazo[1,2-a]Pyridine BrC1=CN=C2N1C=CC=C2